[S].O1N=NC=C1 oxazazole sulfur